4-fluoro-1-(6-methylpyridin-3-yl)-1H-benzo[d]imidazol-2(3H)-one FC1=CC=CC=2N(C(NC21)=O)C=2C=NC(=CC2)C